NCCCC=O 4-Amino-Butanal